C1=C2C=3C=CC=CC3N3C2=C(C=C1)C1=CC=C(C=C13)C#N Indolo[3,2,1-JK]carbazole-6-carbonitrile